2-(5-octyloxy-2H-benzotriazole-2-yl)-6-tert-butyl-4-methylphenol C(CCCCCCC)OC1=CC=2C(=NN(N2)C2=C(C(=CC(=C2)C)C(C)(C)C)O)C=C1